(2-Oxo-2-(pyrrolidin-1-yl)ethyl)zinc(II) bromide [Br-].O=C(C[Zn+])N1CCCC1